rac-tert-Butyl (2-hydroxypropyl)(4-methoxybenzyl)carbamate O[C@@H](CN(C(OC(C)(C)C)=O)CC1=CC=C(C=C1)OC)C |r|